C(CCCCC)C(C(=O)OCCCCCCCC=O)CCCCCCCC 8-oxooctyl 2-hexyldecanoate